cis-N-(4-(furan-2-yl)benzyl)-1-isobutyryl-4-(phenylsulfonyl)-6-(trifluoromethyl)piperazine-2-carboxamide O1C(=CC=C1)C1=CC=C(CNC(=O)[C@@H]2N([C@@H](CN(C2)S(=O)(=O)C2=CC=CC=C2)C(F)(F)F)C(C(C)C)=O)C=C1